COC1=NC=CC2=C1N=C(N2)NC=2OC(=NN2)C2=CC=C(C=C2)N(C)C N-(4-Methoxy-1H-imidazo[4,5-c]pyridin-2-yl)-5-(4-(dimethylamino)phenyl)-1,3,4-oxadiazol-2-amine